COC(CNC(C1=C(C=C(C(=C1)N1C(N(C(N(C1=O)C)=S)C)=O)F)Cl)=O)=O (2-chloro-5-(3,5-dimethyl-2,6-dioxo-4-thioxo-1,3,5-triazin-1-yl)-4-fluorobenzoyl)glycine methyl ester